COC([C@H](CN1C=NC=C1)C)=O 1-[(2S)-3-methoxy-2-methyl-3-oxopropyl]-1H-imidazole